CC1(C2C(N(C(C12)=O)CC1=CC2=NC=CC(=C2S1)C1=C(C(=NC(=C1)C(F)(F)F)C)NC(=O)C1CC(C1)(F)F)=O)C N-(4-(2-((6,6-dimethyl-2,4-dioxo-3-azabicyclo[3.1.0]hexan-3-yl)methyl)thieno[3,2-b]pyridin-7-yl)-2-methyl-6-(trifluoromethyl)pyridin-3-yl)-3,3-difluorocyclobutane-1-carboxamide